1-(4-chloro-3,5-dimethyl-phenyl)piperazine ClC1=C(C=C(C=C1C)N1CCNCC1)C